2-hydroxy-4-[3-(2-ethylhexyloxy)-2-hydroxypropoxyphenyl]-4,6-bis(2,4-dimethylphenyl)-1,3,5-triazine OC1=NC(=NC(N1)(C1=C(C=C(C=C1)C)C)C1=C(C=CC=C1)OCC(COCC(CCCC)CC)O)C1=C(C=C(C=C1)C)C